CC1=CC=C(CN2C=CC3=C2N=CN=C3N3CCC(CC3)NCCCCCCCCC)C=C1 1-(7-(4-methylbenzyl)-7H-pyrrolo[2,3-d]pyrimidin-4-yl)-N-nonylpiperidin-4-amine